FC1(CCN(CCC1)C1=C(C(=O)NC2=CC(=CC=C2)S(=O)(=N)C)C(=C(C=N1)C1=CC=C(C=C1)C(F)F)C)F 2-(4,4-difluoroazepan-1-yl)-5-(4-(difluoromethyl)phenyl)-4-methyl-N-(3-(S-methylsulfonimidoyl)phenyl)nicotinamide